N-((5-chloro-6-(2-hydroxyethyl)-1-tosyl-1H-indol-2-yl)methyl)-1-methylcyclopropane-1-carboxamide ClC=1C=C2C=C(N(C2=CC1CCO)S(=O)(=O)C1=CC=C(C)C=C1)CNC(=O)C1(CC1)C